FC=1C=CC=C2C=C(C=NC12)C1=NC(CC2=C(C=CC=C12)F)(C)C 8-fluoro-3-(5-fluoro-3,3-dimethyl-3,4-dihydroisoquinoline-1-yl)quinoline